C[Sn](O[Sn](OC(C)=O)(OC(C)=O)C)(C)C tetramethyldiacetoxydistannoxane